4-Chloro-5-methoxytricyclo[6.2.2.02,7]dodeca-2,4,6-triene ClC=1C=C2C3CCC(C2=CC1OC)CC3